(2R,3R)-2-(2,4-difluorophenyl)-3-(prop-2-yn-1-yloxy)-1-(1H-1,2,4-triazol-1-yl)-butan FC1=C(C=CC(=C1)F)[C@H](CN1N=CN=C1)[C@@H](C)OCC#C